ClC=1C=CC(=NC1)COC1=NN=C(S1)NC(=O)C=1C(=CC(=NC1)C)C1=C(C=C(C(=O)OC)C=C1)OC methyl 4-(5-((5-((5-chloropyridin-2-yl) methoxy)-1,3,4-thiadiazol-2-yl) carbamoyl)-2-methylpyridin-4-yl)-3-methoxybenzoate